1-isopropoxy-2-methyl-1-oxopropan-2-yl 2-(4-(4-chlorobenzoyl) phenyl)-2-methylpropanoate ClC1=CC=C(C(=O)C2=CC=C(C=C2)C(C(=O)OC(C(=O)OC(C)C)(C)C)(C)C)C=C1